C(C)(C)(C)OC(=O)N1C(CC1)N1N=C(C=2C1=CN=C(C2)Cl)C(C)=O (3-acetyl-5-chloro-1H-pyrazolo[3,4-c]pyridin-1-yl)azetidine-1-carboxylic acid tert-butyl ester